methyl (1s,4s)-4-((tert-butyldiphenylsilyl)oxy)cyclohexane-1-carboxylate [Si](C1=CC=CC=C1)(C1=CC=CC=C1)(C(C)(C)C)OC1CCC(CC1)C(=O)OC